C(C)N1C2=C(NC(C3=C1C=CC=C3)=O)C=C(C=C2)C(=O)OC methyl 5-ethyl-11-oxo-10,11-dihydro-5H-dibenzo[b,e][1,4]diazepine-8-carboxylate